[Na+].[Na+].[Na+].[Na+].C(CCC(=O)[O-])(=O)ONOC(CCC(=O)[O-])=O.N(OC(CCC(=O)[O-])=O)OC(CCC(=O)[O-])=O imino disuccinate tetrasodium